ethyl [(perfluorophenyl)methyl] sulfide FC1=C(C(=C(C(=C1F)F)F)F)CSCC